ruthenium carbenethiocatechol tert-Butyl-(3-(4-((3-(4-(Difluoromethoxy)-2,3-difluorophenyl)imidazo[1,2-a]pyrazin-8-yl)amino)-2-ethylbenzamido)propyl)carbamate C(C)(C)(C)N(C(=O)OC=1C(S=C)=CC=CC1)CCCNC(C1=C(C=C(C=C1)NC=1C=2N(C=CN1)C(=CN2)C2=C(C(=C(C=C2)OC(F)F)F)F)CC)=O.[Ru]